ClC1=NC=C2C=C(N=C(C2=C1)NCCN(C)C)C1=C(C(=CC(=C1)OC)OC)Cl N1-(7-chloro-3-(2-chloro-3,5-dimethoxyphenyl)-2,6-naphthyridin-1-yl)-N2,N2-dimethylethane-1,2-diamine